(R)-4,4,4-trifluoro-2-methylbutanoic acid FC(C[C@H](C(=O)O)C)(F)F